COC(C1=CN=C(C=C1)C=1N=NN(C1NC(=O)O[C@H](C)C=1C(=NC=C(C1)F)Cl)C)=O.N1(CCNCC1)C(N)=S 1-piperazinethioamide Methyl-(R)-6-(5-(((1-(2-chloro-5-fluoropyridin-3-yl)ethoxy)carbonyl)amino)-1-methyl-1H-1,2,3-triazol-4-yl)nicotinate